C(C)(C)(C)C=1C=C2C=CC(=NC2=CC1)CC#N 2-(6-tert-butylquinolin-2-yl)acetonitrile